BrC1=CC=CC(=N1)C1CN(CC1)C(=O)C1=C(OC=2N=CN=C(C21)NC2(CC2)C)C 5-[3-(6-bromopyridin-2-yl)pyrrolidine-1-carbonyl]-6-methyl-N-(1-methylcyclopropyl)furo[2,3-d]pyrimidin-4-amine